C(C)N(C(=O)C1=CC=C(C=C1)C=1C=C2C(=C(C=NC2=CC1)S(=O)(=O)N1CCOCC1)NC1=C(C(=O)O)C=CC=C1)CC 2-[[6-[4-(diethylcarbamoyl)phenyl]-3-morpholinosulfonyl-4-quinolyl]amino]benzoic acid